N-(4-(benzo[d][1,3]selenazol-2-yl)phenyl)acridine-9-amine [Se]1C(=NC2=C1C=CC=C2)C2=CC=C(C=C2)NC=2C1=CC=CC=C1N=C1C=CC=CC21